N-[trans-(7RS,9RS)-3-cyclopropyl-5-(2-methylpropylsulfamoyl)-7-(pyridine-3-carbonylamino)-8,9-dihydro-7H-cyclopenta[h]isoquinolin-9-yl]-1,3-benzoxazole-2-carboxamide C1(CC1)C=1N=CC2=C3C(=CC(=C2C1)S(NCC(C)C)(=O)=O)[C@@H](C[C@H]3NC(=O)C=3OC1=C(N3)C=CC=C1)NC(=O)C=1C=NC=CC1 |r|